2-(4-(9,10-di(naphthalen-2-yl)anthracen-2-yl)phenyl)-1-phenyl-1H-benzimidazole C1=C(C=CC2=CC=CC=C12)C=1C2=CC=CC=C2C(=C2C=CC(=CC12)C1=CC=C(C=C1)C1=NC2=C(N1C1=CC=CC=C1)C=CC=C2)C2=CC1=CC=CC=C1C=C2